1-(2-Chlorophenyl)-4-(isoxazol-4-ylamino)-7-(trifluoromethyl)quinazolin-2(1H)-one ClC1=C(C=CC=C1)N1C(N=C(C2=CC=C(C=C12)C(F)(F)F)NC=1C=NOC1)=O